2,6-dimethylphenyl-bis(imino)pyridine iron dichloride [Fe](Cl)Cl.CC1=C(C(=CC=C1)C)C=1C(C(N=CC1)=N)=N